BrC1=C2C=CC=NC2=C(C=C1)NC(C1=CC(=CC=C1)Cl)=O 5-bromo-8-(3-chlorobenzoylamino)quinoline